(3-(N-(tert-butyl)sulfamoyl)-4-(2-(4-nitrophenyl)thiazol-5-yl)phenyl)carbamic acid methyl ester COC(NC1=CC(=C(C=C1)C1=CN=C(S1)C1=CC=C(C=C1)[N+](=O)[O-])S(NC(C)(C)C)(=O)=O)=O